FC1=C(C(=O)N[C@H](C(=O)OC)CC2=CC=C(C=3N2C=CN3)C3=NC(=C(C=C3C)C)C)C(=CC(=C1)N[C@@H](C(F)(F)F)CC)F methyl (S)-2-(2,6-difluoro-4-(((R)-1,1,1-trifluorobutan-2-yl)amino)benzamido)-3-(8-(3,5,6-trimethylpyridin-2-yl)imidazo[1,2-a]pyridin-5-yl)propanoate